allyl-6-(3,4-dichlorophenylamino)-1-[6-(1-methyl-4-piperidylamino)-2-pyridyl]-1,2-dihydro-3H-1,2,5,7-tetraazainden-3-one C(C=C)N1N(C2=NC(=NC=C2C1=O)NC1=CC(=C(C=C1)Cl)Cl)C1=NC(=CC=C1)NC1CCN(CC1)C